FC1=C(CN(S(=O)(=O)CC)C2=CC=C3C=NN(C3=C2)C)C=CC(=C1)C(=O)NN N-(2-fluoro-4-(hydrazinecarbonyl)benzyl)-N-(1-methyl-1H-indazol-6-yl)ethanesulfonamide